5-(Bromomethyl)-1,2,3-tri(docosoxy)benzene BrCC=1C=C(C(=C(C1)OCCCCCCCCCCCCCCCCCCCCCC)OCCCCCCCCCCCCCCCCCCCCCC)OCCCCCCCCCCCCCCCCCCCCCC